4-(aminomethyl)-6-(1'-benzyl-5'-chloro-2-methyl-1'H,2H-[3,4'-bipyrazol]-4-yl)phthalazin-1(2H)-one NCC1=NNC(C2=CC=C(C=C12)C1=C(N(N=C1)C)C=1C=NN(C1Cl)CC1=CC=CC=C1)=O